3-[N-(cyclopropylmethyl)-4-cyanobenzamido]-2-fluorobenzamide C1(CC1)CN(C(C1=CC=C(C=C1)C#N)=O)C=1C(=C(C(=O)N)C=CC1)F